5-chlorospiro[benzofuran-2(3H),4'-piperidin] ClC=1C=CC2=C(CC3(CCNCC3)O2)C1